2-(1-(6,7-difluoro-1-oxo-1,2-dihydroisoquinolin-4-yl)ethylamino)ethyl-sulfonamide FC=1C=C2C(=CNC(C2=CC1F)=O)C(C)NCCS(=O)(=O)N